1-(2-ethyl-4-(1-(((2,6-difluoro-4-(6-fluoropyridin-3-yl)benzyl)oxy)imino)ethyl)benzyl)pyrrolidine-3-carboxylic acid C(C)C1=C(CN2CC(CC2)C(=O)O)C=CC(=C1)C(C)=NOCC1=C(C=C(C=C1F)C=1C=NC(=CC1)F)F